5-methoxy-6-methylnicotinic acid COC=1C(=NC=C(C(=O)O)C1)C